NC=1C(=CC(=NC1)Br)NC1CC(CC(C1)O[Si](C)(C)C(C)(C)C)NC(OC(C)(C)C)=O tert-butyl (3-((5-amino-2-bromopyridin-4-yl)amino)-5-((tert-butyldimethylsilyl)oxy)cyclohexyl)carbamate